ClC=1N=C(C2=C(N1)CCCS2(=O)=O)NC2=CC=C(C=C2)C(C(=O)OC)C methyl 2-(4-((2-chloro-5,5-dioxido-7,8-dihydro-6H-thiopyrano[3,2-d]pyrimidin-4-yl)amino)phenyl)propanoate